OC([C@H](N)C(=O)O)C(C)C β-hydroxyleucine